C(C)(C)(C)OC(NC\C(=C/CO)\C)=O N-[(2Z)-4-hydroxy-2-methylbut-2-en-1-yl]carbamic acid tert-butyl ester